1,3,5-naphthalenetrisulfonate sodium salt [Na+].C1(=CC(=CC=2C(=CC=CC12)S(=O)(=O)[O-])S(=O)(=O)[O-])S(=O)(=O)[O-].[Na+].[Na+]